[(2S)-2,8-dimethyl-2,3-dihydro-1,4-benzoxazin-4-yl]-[6-(3-isopropyl-1,2,4-triazol-1-yl)pyrazin-2-yl]methanone C[C@@H]1OC2=C(N(C1)C(=O)C1=NC(=CN=C1)N1N=C(N=C1)C(C)C)C=CC=C2C